N-(4-(chloromethyl)-5-methoxypyridin-2-yl)methanesulfonamide hydrochloride Cl.ClCC1=CC(=NC=C1OC)NS(=O)(=O)C